FC1=C2C=NN(C2=CC=C1N1N=CN(C1=O)C=1N(N=C2C1[C@@H](NCC2)C)C2=CC(=C(C(=C2)C)F)C)C (S)-2-(4-fluoro-1-methyl-1H-indazol-5-yl)-4-(2-(4-fluoro-3,5-dimethylphenyl)-4-methyl-4,5,6,7-tetrahydro-2H-pyrazolo[4,3-c]pyridin-3-yl)-2,4-dihydro-3H-1,2,4-triazol-3-one